4-butyl-5-((5-(chloromethyl)-2-methoxyphenyl)thio)-6-methylpyrimidine-2,4-diamine C(CCC)C1(NC(=NC(=C1SC1=C(C=CC(=C1)CCl)OC)C)N)N